CNC=1C2=C(N=C(N1)NC1=CC=C(C=3CCOC31)C(=O)N3C[C@@H](CC3)N3CCOCC3)NC=C2C(F)(F)F (R)-(7-((4-(methylamino)-5-(trifluoromethyl)-7H-pyrrolo[2,3-d]pyrimidin-2-yl)amino)-2,3-dihydrobenzo-furan-4-yl)(3-morpholino-pyrrolidin-1-yl)methanone